FC1=C(N=CC2=C1N=C(N=C2N2C[C@@H](NCC2)CC#N)OC[C@H]2N(CCC2)C)C2=CC=CC1=CC=CC=C21 2-[(2S)-4-[8-fluoro-2-[[(2S)-1-methylpyrrolidin-2-yl]methoxy]-7-(1-naphthyl)pyrido[4,3-d]pyrimidin-4-yl]piperazin-2-yl]acetonitrile